P(=O)(O[Si](C)(C)C)(O[Si](C)(C)C)[O-].[Na+] sodium bis(trimethylsilyl) phosphate